(4-(5-(1-methyl-1H-1,2,3-triazol-4-yl)benzo[d]oxazol-2-yl)pyridin-2-yl)methanone CN1N=NC(=C1)C=1C=CC2=C(N=C(O2)C2=CC(=NC=C2)C=O)C1